1-(2-chloro-4-((5-(2-methoxyethoxy)-2,3-dihydro-[1,4]dioxino[2,3-f]quinazolin-10-yl)amino)phenyl)-3-(pyridin-2-yl)urea ClC1=C(C=CC(=C1)NC1=NC=NC2=CC(=C3C(=C12)OCCO3)OCCOC)NC(=O)NC3=NC=CC=C3